(S)-N-(7-((5,6-dihydro-[1,2,4]triazolo[1,5-a]pyrazin-7(8H)-yl)methyl)-5-methyl-4-oxo-2,3,4,5-tetrahydro-benzo[b][1,4]oxazepin-3-yl)-5-methyl-4-phenylpyrimidine-2-carboxamide N=1C=NN2C1CN(CC2)CC2=CC1=C(OC[C@@H](C(N1C)=O)NC(=O)C1=NC=C(C(=N1)C1=CC=CC=C1)C)C=C2